ClC=1C(=CC(=NC1)NC1CCN(CC1)CC1=C(C=C(C=C1)N1C(NC(CC1)=O)=O)F)C1=NC(=CC=C1)NCC1(CCOCC1)C#N 4-(((5'-chloro-2'-((1-(4-(2,4-dioxotetrahydropyrimidin-1(2H)-yl)-2-fluorobenzyl)piperidin-4-yl)amino)-[2,4'-bipyridyl]-6-yl)amino)methyl)tetrahydro-2H-pyran-4-carbonitrile